N1CC(C1)C(=O)[O-] Azetidine-3-Carboxylate